CC(CC1=C(C(=NC=C1)NC1=CC(CC(C1)(C)C)=O)C(=C)C1=CC=CC=C1)(C)C 3-[[4-(2,2-dimethylpropyl)-3-(1-phenylvinyl)-2-pyridyl]amino]-5,5-dimethyl-cyclohex-2-en-1-one